racemic-methyl 3-(((2R,3S)-3-(3,3-difluoropropyl)-2-fluoro-5-(4-fluorophenyl)-1,1-dioxido-7-(trifluoromethyl)-2,3,4,5-tetrahydrobenzo[b][1,4]thiazepin-8-yl)oxy)-2,2-dimethylpropanoate FC(CC[C@H]1CN(C2=C(S([C@H]1F)(=O)=O)C=C(C(=C2)C(F)(F)F)OCC(C(=O)OC)(C)C)C2=CC=C(C=C2)F)F |r|